aminotetrazole potassium salt [K].NC1=NN=NN1